C1CC12CCCCCC2 spiro[2.6]Nonane